[Si](C)(C)(C(C)(C)C)OCC[C@H]([C@H](O)C1=CC=CC=C1)O (1r,2r)-4-(t-butyldimethylsilyloxy)-1-phenylbutane-1,2-diol